ClC1=NC=2N(C3=C1C=CN=C3)C=CC2C(=O)OCC ethyl 5-chloropyrido[4,3-e]pyrrolo[1,2-a]pyrimidine-7-carboxylate